CCC(C(C)O)O pentane-3,4-diol